CN(C1=NC=C(C=N1)C=1C=C(C=C(C1)C=1C=NC(=NC1)N(C)C)[C@@H](C)NC(C1=C(C=CC(=C1)OCCN(C)C)C)=O)C (R)-N-(1-(3,5-bis(2-(dimethylamino)pyrimidin-5-yl)phenyl)ethyl)-5-(2-(dimethylamino)-ethoxy)-2-methylbenzamide